4-(4-hydroxyphenyl)-2-aminopyridine OC1=CC=C(C=C1)C1=CC(=NC=C1)N